(2S,3S,4R)-1-benzyl 2-methyl 3-allyl-4-hydroxy-3-(hydroxymethyl)pyrrolidine-1,2-dicarboxylate C(C=C)[C@]1([C@H](N(C[C@@H]1O)C(=O)OCC1=CC=CC=C1)C(=O)OC)CO